(S)-2-methyl-N-((R)-1-(4-(4,4,5,5-tetramethyl-1,3,2-dioxaborolan-2-yl)thiophen-2-yl)ethyl)propane-2-sulfinamide CC(C)(C)[S@](=O)N[C@H](C)C=1SC=C(C1)B1OC(C(O1)(C)C)(C)C